6-iodo-3-((2-(6-methoxypyridin-3-yl)-2,3-dihydrobenzo[b][1,4]dioxin-6-yl)methyl)-3H-imidazo[4,5-b]pyridine IC=1C=C2C(=NC1)N(C=N2)CC2=CC1=C(OC(CO1)C=1C=NC(=CC1)OC)C=C2